[Cl-].[NH4+].[NH4+].[NH4+].[Cl-].[Cl-] tri-ammonium chloride